(S)-1-(2-((S)-3-(4-(4-acetylpiperazin-1-yl)phenoxy)pyrrolidin-1-yl)acetyl)pyrrolidine-2-carbonitrile C(C)(=O)N1CCN(CC1)C1=CC=C(O[C@@H]2CN(CC2)CC(=O)N2[C@@H](CCC2)C#N)C=C1